OC(CCCCCCCC(=O)O[C@H]1[C@]2(CC[C@@H](C1)C2(C)C)C)CCCCCCCC(=O)O[C@H]2[C@]1(CC[C@@H](C2)C1(C)C)C bis((1S,2R,4S)-1,7,7-trimethylbicyclo[2.2.1]heptan-2-yl) 9-hydroxyheptadecanedioate